NC=1N=C(SC1C(C1=CC=CC=C1)=O)N(C1=CC=C(C=C1)Cl)C(C(=O)N)C (N-(4-Amino-5-benzoylthiazol-2-yl)-4-chloroanilino)propanamid